2-[2-(aminomethyl)-3,3-difluoro-allyl]-4-[[4-(1-isopropylpyrazol-4-yl)-2-thienyl]methyl]-1,2,4-triazol-3-one NCC(CN1N=CN(C1=O)CC=1SC=C(C1)C=1C=NN(C1)C(C)C)=C(F)F